4-((4-(2-(3,4-dimethoxyphenyl)-3-methyl-1H-indol-5-yl)piperidin-1-yl)methyl)-1,2,3-thiadiazole COC=1C=C(C=CC1OC)C=1NC2=CC=C(C=C2C1C)C1CCN(CC1)CC=1N=NSC1